C1(=CC=CC=C1)C1=NN(C=C1NC(C1=CC=C(C=C1)S(N)(=O)=O)=O)C=1SC=C(N1)C(=O)O 2-(3-phenyl-4-(4-sulfamoylbenzamido)-1H-pyrazol-1-yl)thiazole-4-carboxylic acid